2-(5-chlorobenzofuran-2-yl)-N-((1r,2r)-1-(3,5-dichloro-4-cyclopropoxyphenyl)-1-hydroxy-3-(pyrrolidin-1-yl)propan-2-yl)-2,2-difluoroacetamide ClC=1C=CC2=C(C=C(O2)C(C(=O)N[C@@H]([C@H](O)C2=CC(=C(C(=C2)Cl)OC2CC2)Cl)CN2CCCC2)(F)F)C1